BrC=1C=2N(C=C(C1)S(=O)(=O)Cl)C(=NN2)C=2SC(=NN2)C(F)(F)F 8-bromo-3-(5-(trifluoromethyl)-1,3,4-thiadiazol-2-yl)-[1,2,4]triazolo[4,3-a]pyridin-6-sulfonyl chloride